C(C)(C)N1CC2=C(CC1)C(=C(S2)NC(=O)C2CC(C2)NC(C)C)C=2SC1=C(N2)C=CC(=C1)C=1CCNCC1 N-(6-isopropyl-3-(6-(1,2,3,6-tetrahydropyridin-4-yl)benzo[d]thiazol-2-yl)-4,5,6,7-tetrahydrothieno[2,3-c]pyridin-2-yl)-3-(isopropylamino)cyclobutane-1-carboxamide